NC1=C2C(=NC=N1)N(N=C2C2=CC=C(C=C2)CNC(C2=C(C=CC(=C2)F)OC)=O)CC(CCOC)N(C(=O)N2N=CN=C2)C N-(1-(4-amino-3-(4-((5-fluoro-2-methoxybenzamido)methyl)phenyl)-1H-pyrazolo[3,4-d]pyrimidin-1-yl)-4-methoxy-butan-2-yl)-N-methyl-1H-1,2,4-triazole-1-carboxamide